6-(1-methyl-1H-pyrazol-4-yl)-4-(1',2',3',6'-tetrahydro-[2,4'-bipyridin]-5-yl)pyrazolo[1,5-a]pyridine CN1N=CC(=C1)C=1C=C(C=2N(C1)N=CC2)C=2C=CC(=NC2)C=2CCNCC2